4-((5-amino-7-((spiro[2.3]hex-5-ylmethyl)amino)-1H-pyrazolo[4,3-d]pyrimidin-1-yl)methyl)-3-(difluoromethoxy)benzoic acid NC=1N=C(C2=C(N1)C=NN2CC2=C(C=C(C(=O)O)C=C2)OC(F)F)NCC2CC1(CC1)C2